4-[2-(4-amino-piperidin-1-yl)-1-methyl-6-oxo-5-(1-oxo-2,3-dihydro-1H-isoindol-5-yl)-1,6-dihydro-pyrimidin-4-yl]-2-fluoro-benzonitrile NC1CCN(CC1)C=1N(C(C(=C(N1)C1=CC(=C(C#N)C=C1)F)C=1C=C2CNC(C2=CC1)=O)=O)C